2-chloro-5-((6-chloro-5-(2'-hydroxy-4'-((((2S,3R,4R,5R)-2,3,4,5,6-pentahydroxyhexyl)amino)methyl)-[1,1'-biphenyl]-4-yl)-1H-imidazo[4,5-b]pyridin-2-yl)oxy)benzoic acid ClC1=C(C(=O)O)C=C(C=C1)OC=1NC=2C(=NC(=C(C2)Cl)C2=CC=C(C=C2)C2=C(C=C(C=C2)CNC[C@@H]([C@H]([C@@H]([C@@H](CO)O)O)O)O)O)N1